methoxy-5-[[2-oxo-2-[(2R)-2-phenyl-1-piperidyl]acetyl]amino]pyridine-3-carboxamide COC1=NC=C(C=C1C(=O)N)NC(C(N1[C@H](CCCC1)C1=CC=CC=C1)=O)=O